1',1'-Dimethylspiro[cyclohexane-1,4'-Isochroman]-3-ol CC1(OCC2(C3=CC=CC=C13)CC(CCC2)O)C